tert-butyl 7-(6-((1s,3s)-3-hydroxycyclobutoxy)pyridin-3-yl)-5H-pyrido[4,3-b]indole-5-carboxylate OC1CC(C1)OC1=CC=C(C=N1)C=1C=CC=2C3=C(N(C2C1)C(=O)OC(C)(C)C)C=CN=C3